C(C)(=O)ONC(=O)CCCCCCC(=O)N1CCN(CC1)C=1SC(=CN1)C#CC=1C=CC(=NC1)/C=C/C(=O)OC Methyl (2E)-3-(5-{2-[2-(4-{7-[(acetyloxy)carbamoyl]heptanoyl}piperazin-1-yl)-1,3-thiazol-5-yl]ethynyl}pyridin-2-yl)prop-2-enoate